N-cyclopropyl-2-(difluoromethoxy)-4-[7-(2-hydroxy-1,1-dimethyl-propyl)imidazo[1,2-a]pyridin-3-yl]-6-methoxy-benzamide C1(CC1)NC(C1=C(C=C(C=C1OC)C1=CN=C2N1C=CC(=C2)C(C(C)O)(C)C)OC(F)F)=O